1-(4-(4-chlorobenzyl)phenyl)-5-methyl-1H-pyrazole-3-carboxylic acid ClC1=CC=C(CC2=CC=C(C=C2)N2N=C(C=C2C)C(=O)O)C=C1